methyl 4-(2-(4-(5-cyano-2-methoxyphenyl)-6-methylnicotinamido)thiazolo[5,4-b]pyridin-5-yl)-2-methylbenzoate C(#N)C=1C=CC(=C(C1)C1=CC(=NC=C1C(=O)NC=1SC2=NC(=CC=C2N1)C1=CC(=C(C(=O)OC)C=C1)C)C)OC